C(#N)C1=CNC=C1 3-cyano-1H-pyrrole